COC1=CC=C(C=N1)C=1C=C2C(=NC=NC2=CC1)N[C@H](C(=O)N1CCN(CC1)C)C(C)C (S)-2-((6-(6-methoxypyridin-3-yl)quinazolin-4-yl)amino)-3-methyl-1-(4-methylpiperazin-1-yl)butan-1-one